(S)-(-)-ALPHA-(1-NAPHTHYL)-ETHYLISOCYANIDE C[C@@H](C1=CC=CC2=CC=CC=C21)[N+]#[C-]